COC=1N=C2C(=CC=NC2=CC1OC)OC1=C(C=C(C=C1)NC(=O)C=1C(N(C(=CC1)C)C=1N=NC=CC1)=O)F N-[4-[(6,7-Dimethoxy-1,5-naphthyridin-4-yl)oxy]-3-fluorophenyl]-6-methyl-2-oxo-1-pyridazin-3-ylpyridine-3-carboxamide